2-(12-chloro-11-fluoro-1,2,3,5,6,7-hexahydrochromeno[2,3-f]pyrido[3,2,1-ij]quinolin-4-ium-9-yl)-5-sulfobenzenesulfonate ClC1=C(C=C2C(=C3C(=C4CCC[N+]5=C4C(=C3)CCC5)OC2=C1)C1=C(C=C(C=C1)S(=O)(=O)O)S(=O)(=O)[O-])F